OC(CN1N=C(C=C1)CN1N=NC(=C1)C1=C2C(=NC(=C1)C=1C(=C(C#N)C=CC1)C)NC=N2)(C)C 3-(7-(1-((1-(2-hydroxy-2-methylpropyl)-1H-pyrazole-3-yl)methyl)-1H-1,2,3-triazol-4-yl)-3H-imidazo[4,5-b]pyridin-5-yl)-2-methylbenzonitrile